N-[5-(aminocarbonyl)-2-[4-(phenylmethyl)-1-piperidinyl]phenyl]hydrazine-carboxamide NC(=O)C=1C=CC(=C(C1)NC(=O)NN)N1CCC(CC1)CC1=CC=CC=C1